CN(CCC(CCCCCCC\C=C/CCCCCCCC)CCCCCCCCC)CCSSCCN(CCCCCCCC\C=C/CCCCCCCC)C (Z)-N-methyl-N-(2-((2-(methyl((Z)-octadec-9-en-1-yl)amino)ethyl)disulfaneyl)ethyl)-3-nonylicos-11-en-1-amine